(S)-N-((R or S)-(3-chloro-4-fluorophenyl)(5-chloropyridin-3-yl)methyl)-2-oxooxazolidine-5-carboxamide ClC=1C=C(C=CC1F)[C@@H](NC(=O)[C@@H]1CNC(O1)=O)C=1C=NC=C(C1)Cl |o1:8|